3-(4-(Dimethylamino)-2-methylphenyl)-2-(4-fluorophenyl)thiazolidin-4-one CN(C1=CC(=C(C=C1)N1C(SCC1=O)C1=CC=C(C=C1)F)C)C